4-(methoxymethyl)-1-((4-phenoxybenzoyl)glycyl)pyrrolidine-2-carboxylic acid benzyl ester C(C1=CC=CC=C1)OC(=O)C1N(CC(C1)COC)C(CNC(C1=CC=C(C=C1)OC1=CC=CC=C1)=O)=O